6-((3-(trifluoromethyl)benzyl)amino)pyrimidine-5-carboxylic acid ethyl ester C(C)OC(=O)C=1C=NC=NC1NCC1=CC(=CC=C1)C(F)(F)F